CN(C(OC(C)(C)C)=O)[C@@H](C(N1CC2(CC2)C[C@H]1C(N[C@@H](C[C@H]1C(NCC1)=O)C(COC(F)(F)F)=O)=O)=O)CC(C)C tert-butyl methyl((R)-4-methyl-1-oxo-1-((S)-6-(((S)-3-oxo-1-((S)-2-oxopyrrolidin-3-yl)-4-(trifluoromethoxy)butan-2-yl)carbamoyl)-5-azaspiro[2.4]heptan-5-yl)pentan-2-yl)carbamate